benzoxazole-3-carboxamide O1CN(C2=C1C=CC=C2)C(=O)N